ClC1=CN=C2N1C=C(C=C2)S(=O)(=O)N[C@@H](C(F)(F)F)C2=CC=C(C=C2)F (R)-3-chloro-N-(2,2,2-trifluoro-1-(4-fluorophenyl)ethyl)imidazo[1,2-a]pyridine-6-sulfonamide